C(C)(C)(C)C1N(CCNC1)C(=O)OCCCC t-butyl-N-butoxycarbonyl-piperazine